6-(5-(2,6-dimethyl-1-((3-methyloxetan-3-yl)methyl)piperidin-4-yl)-3-isopropyl-1H-indol-2-yl)-7,8-dimethyl-[1,2,4]triazolo[4,3-a]pyridine CC1N(C(CC(C1)C=1C=C2C(=C(NC2=CC1)C=1C(=C(C=2N(C1)C=NN2)C)C)C(C)C)C)CC2(COC2)C